4-(8-(Tert-Butoxycarbonyl)-3,8-diazabicyclo[3.2.1]oct-3-yl)-6-(isopropyl-(methyl)amino)-1-oxo-1,3-dihydro-2H-pyrrolo[3,4-c]pyridine-2-carboxylic acid tert-butyl ester C(C)(C)(C)OC(=O)N1CC=2C(=NC(=CC2C1=O)N(C)C(C)C)N1CC2CCC(C1)N2C(=O)OC(C)(C)C